bis-METHYLENESALICYLIC ACID C=C1C(C(=C(C(=O)O)C=C1)O)=C